4-((6-(difluoromethoxy)-2-methyl-7-phenyl-1H-imidazo[4,5-c]pyridin-1-yl)methyl)benzenesulfonamide 1-methyl-1-cyclopropylmethyl-carbamate CC(C1CC1)NC(O)=O.FC(OC1=C(C2=C(C=N1)N=C(N2CC2=CC=C(C=C2)S(=O)(=O)N)C)C2=CC=CC=C2)F